C(=O)(OC(C)(C)C)C1CC(=C(CC1)B1OC(C)(C)C(C)(C)O1)N 4-Boc-amino-1-cyclohexene-1-boronic acid pinacol ester